O=C1N(N=C(C2=CC=CC=C12)C=1C=C(C=CC1)NS(=O)(=O)CC)CCC1=CC=CC=C1 N-(3-(4-Oxo-3-phenethyl-3,4-dihydrophthalazin-1-yl)phenyl)ethanesulfonamide